5-(6-tert-butoxycarbonyl-decahydronaphthalen-2-yloxycarbonyl)-7-oxo-bicyclo[2.2.1]Hept-2-ene C(C)(C)(C)OC(=O)C1CC2CCC(CC2CC1)OC(=O)C1C2C=CC(C1)C2=O